COC=1C=C(C=CC1NCC#C)CS(=O)(=O)NC (3-methoxy-4-(prop-2-yn-1-ylamino)phenyl)-N-methylmethanesulfonamide